7-(pyridin-4-yl)-1,2,3,4-tetrahydrobenzo[4,5]imidazo[1,2-a]pyrazine N1=CC=C(C=C1)C1=CC2=C(N=C3N2CCNC3)C=C1